2-[[2-[(cyclobutylmethylamino)methyl]-1H-indol-6-yl]methyl]-5-(cyclohexylamino)-2,7-naphthyridin-1-one C1(CCC1)CNCC=1NC2=CC(=CC=C2C1)CN1C(C2=CN=CC(=C2C=C1)NC1CCCCC1)=O